N,N-diisopropyl-methylamine C(C)(C)N(C(C)C)C